1-(2-(4-(8-Chloro-7-((2-methyl-1H-benzo[d]imidazol-6-yl)oxy)quinoxalin-2-yl)-1H-pyrazol-1-yl)ethyl)pyrrolidin-3-ol ClC=1C(=CC=C2N=CC(=NC12)C=1C=NN(C1)CCN1CC(CC1)O)OC=1C=CC2=C(NC(=N2)C)C1